CON(C(=O)C1N(C2CC2C1)C(=O)OC(C)(C)C)C tert-butyl 3-(methoxy(methyl)carbamoyl)-2-azabicyclo[3.1.0]hexane-2-carboxylate